methyl 5-bromo-6-hydroxypicolinate BrC=1C=CC(=NC1O)C(=O)OC